CC(C)([Si](O[C@@H](CCCO[Si](C(C)(C)C)(C1=CC=CC=C1)C1=CC=CC=C1)CC(=C=C)C)(C)C)C (S)-2,2,3,3,11,11-hexamethyl-5-(2-methylbut-2,3-dien-1-yl)-10,10-diphenyl-4,9-dioxa-3,10-disiladodecane